methyl (2S)-2-(tert-butoxycarbonylamino)-3-(4-iodophenyl)propanoate C(C)(C)(C)OC(=O)N[C@H](C(=O)OC)CC1=CC=C(C=C1)I